3-(N-(4-chloro-5-cyano-2-((2-ethynylcyclopentyl)oxy)phenyl)sulfamoyl)-4-cyclopropylbenzoic acid ClC1=CC(=C(C=C1C#N)NS(=O)(=O)C=1C=C(C(=O)O)C=CC1C1CC1)OC1C(CCC1)C#C